NC1=NC=2C=NC(=CC2C2=C1COC2)C(=O)N(C)[C@H]2COC1=C2C=CC(=C1)Br 4-amino-N-((3R)-6-bromo-2,3-dihydro-1-benzofuran-3-yl)-N-methyl-1,3-dihydrofuro[3,4-c]-[1,7]naphthyridine-8-carboxamide